N1(CCC1)C=1C=NN(C1)C1CCN(CC1)C(CCCCCNC=1C=C2C(N(C(C2=CC1)=O)C1C(NC(CC1)=O)=O)=O)=O 5-((6-(4-(4-(Azetidin-1-yl)-1H-pyrazol-1-yl)piperidin-1-yl)-6-oxohexyl)amino)-2-(2,6-dioxopiperidin-3-yl)isoindoline-1,3-dione